NCC1=NNC(C2=CC=C(C=C12)C=1C=C(C=NC1)C1=C(C#N)C=CC=C1)=O 2-(5-(4-(aminomethyl)-1-oxo-1,2-dihydrophthalazin-6-yl)pyridin-3-yl)benzonitrile